methyl L-phenylalaninate glycolic acid salt C(CO)(=O)O.N[C@@H](CC1=CC=CC=C1)C(=O)OC